2-methyl-5-(morpholine-4-carbonyl)-piperazine CC1NCC(NC1)C(=O)N1CCOCC1